4'-((2S,6R)-4-acryloyl-6-methyl-1-(methylsulfonyl)piperazin-2-yl)-6'-chloro-N,6-dimethyl-[2,2'-bipyridine]-4-carboxamide C(C=C)(=O)N1C[C@@H](N([C@@H](C1)C)S(=O)(=O)C)C1=CC(=NC(=C1)Cl)C1=NC(=CC(=C1)C(=O)NC)C